ClC1=C2C=CNC2=CC(=C1)NC(NC1CCC=2C1=NC=CC2)=O 3-(4-chloro-1H-indol-6-yl)-1-{5H,6H,7H-cyclopenta[b]pyridin-7-yl}urea